CS(=O)(=O)N(CCN)CCC 4-(methylsulfonyl)-1,4-diazaheptane